2-((6-amino-3,5-dicyano-4-ethoxypyridin-2-yl)thio)-2-phenylacetamide NC1=C(C(=C(C(=N1)SC(C(=O)N)C1=CC=CC=C1)C#N)OCC)C#N